ClC1=NN=C(C=2C3C=CC(C12)CC3)Cl 1,4-dichloro-5,8-dihydro-5,8-ethanophthalazine